(2S,4R)-4-((5-bromo-2-chloropyridin-4-yl)methyl)-4-hydroxy-2-methylpyrrolidine-1-carboxylic acid tert-butyl ester C(C)(C)(C)OC(=O)N1[C@H](C[C@](C1)(O)CC1=CC(=NC=C1Br)Cl)C